ClC1=C(CNCC[C@]2(CCOC3(C2)CCOCC3)C3=NC=C(C=C3)F)C=CC=C1 (R)-N-(2-chlorobenzyl)-2-(4-(5-fluoropyridin-2-yl)-1,9-dioxaspiro[5.5]undecan-4-yl)ethan-1-amine